BrC=1C(=NC=C(C(=O)NC2=CC(=C(C=C2)OC2=CC=NC3=CC(=C(N=C23)OC)OCCOC)F)C1O)C 5-Bromo-N-(3-fluoro-4-((6-methoxy-7-(2-methoxyethoxy)-1,5-naphthyridin-4-yl)oxy)phenyl)-4-hydroxy-6-methylnicotinamide